FC1(OC=2C(=C3C4(CNC3=CC2)CC4)O1)F 2',2'-difluoro-6',7'-dihydrospiro[cyclopropane-1,8'-[1,3]dioxolo[4,5-e]indole]